5-(3-(5-fluoro-6-methyl-2,3-dihydrobenzofuran-2-yl)phenyl)-1H-tetrazole FC=1C(=CC2=C(CC(O2)C=2C=C(C=CC2)C2=NN=NN2)C1)C